FC(S(=O)(=O)OCC1(O[C@H]([C@H]([C@@H]1O[Si](C)(C)C(C)(C)C)F)N1C(NC(C=C1)=O)=O)COS(=O)(=O)C(F)(F)F)(F)F [(3R,4S,5R)-3-[(tert-butyldimethylsilyl) oxy]-5-(2,4-dioxo-3H-pyrimidin-1-yl)-4-fluoro-2-[(trifluoromethanesulfonyloxy)methyl]oxolan-2-yl]methyl trifluoromethanesulfonate